CC1(NC(CC(C1)C1=CN=C(O1)C1CCCCCCCCCC1)(C)C)C 5-(2,2,6,6-tetramethyl-4-piperidyl)-2-cycloundecyl-Oxazole